boron trifluoride dioxanate O1C(COCC1)C(=O)O.B(F)(F)F